(S)-7-((6-(4-amino-2-oxopyrrolidin-1-yl)pyridin-2-yl)amino)-4-(1-methyl-1H-pyrrolo[2,3-b]pyridin-4-yl)-2,3-dihydro-1H-pyrrolo[3,4-c]pyridin-1-one N[C@H]1CC(N(C1)C1=CC=CC(=N1)NC=1C2=C(C(=NC1)C1=C3C(=NC=C1)N(C=C3)C)CNC2=O)=O